COC([C@@H](NCC1=CC(=CC=C1)C=1OC(=NN1)C=1C(=C(C=CC1)C1=CC=CC=C1)C)[C@H](O)C)=O (3-(5-(2-methyl-[1,1'-biphenyl]-3-yl)-1,3,4-oxadiazol-2-yl)benzyl)-L-threonine methyl ester